1,1-bis(4-((aminophenyl)methyl)phenyl)-4-(4-heptylcyclohexyl)cyclohexane NC1=C(C=CC=C1)CC1=CC=C(C=C1)C1(CCC(CC1)C1CCC(CC1)CCCCCCC)C1=CC=C(C=C1)CC1=C(C=CC=C1)N